CC1(CCC(=CCC1)C)C#N 1,4-dimethylcyclohept-4-ene-1-carbonitrile